tert-butyl-4-[(4-[2-[(3-fluoropropyl)-amino]-7-[trans-4-hydroxycyclohexyl]-7H-pyrrolo-[2,3-d]pyrimidin-5-yl]phenyl)methyl]-piperazine-1-carboxylate C(C)(C)(C)OC(=O)N1CCN(CC1)CC1=CC=C(C=C1)C1=CN(C=2N=C(N=CC21)NCCCF)[C@@H]2CC[C@H](CC2)O